COC=1C=C(C=C2C(=NC=NC12)NCC=1N=NC(=CC1)C)C=1N=NC(=CC1)OC 8-Methoxy-6-(6-methoxypyridazin-3-yl)-N-[(6-methylpyridazin-3-yl)methyl]quinazolin-4-amine